CC(CCO)CCC=C(CCC=C(CCC=C(CCCCC)C)C)C 3,7,11,15-tetramethyl-6,10,14-eicostrien-1-ol